C(C1=CC=CC=C1)OC=1C=CC(=C2C=CN=C(C12)C)F 8-(benzyloxy)-5-fluoro-1-methylisoquinoline